Propan-2-yl 2-methyl-4-(3-{[3-(5-methyl-1,2,4-oxadiazol-3-yl)phenyl]formamido}propan-amido)-1H-imidazole-1-carboxylate CC=1N(C=C(N1)NC(CCNC(=O)C1=CC(=CC=C1)C1=NOC(=N1)C)=O)C(=O)OC(C)C